3-bromo-6-cyclopropyloxypyridazine BrC=1N=NC(=CC1)OC1CC1